FC1=C(C=CC(=C1)C=CC1=CC=C(C=C1)N1C2=CC=CC=C2C=2C=CC=CC12)C1=CC=C(C=C1)C=CC1=CC=C(C=C1)N1C2=CC=CC=C2C=2C=CC=CC12 fluoro-4,4'-bis(4-(9-carbazolyl)styryl)-biphenyl